5-(6-(trifluoromethyl)pyridin-2-yl)-1,3,4-thiadiazole FC(C1=CC=CC(=N1)C1=NN=CS1)(F)F